C[C@@H]1CN(C[C@H]2N1CCN(C2)C2=NC=C(C(=N2)N2CCNCC2)C)C2=C1C=CC=NC1=C(C=C2)C#N 5-[(4R,9aR)-4-methyl-8-(5-methyl-4-piperazin-1-yl-pyrimidin-2-yl)-3,4,6,7,9,9a-hexahydro-1H-pyrazino[1,2-a]pyrazin-2-yl]quinoline-8-carbonitrile